CCCCCCOC(=O)Cl Chloroformic acid n-hexyl ester